5-methyl-1-(tetrahydro-2H-pyran-2-yl)-6-(2-(4-(trifluoromethyl)pyrimidin-2-yl)-2,8-diazaspiro[4.5]decan-8-yl)-1,5-dihydro-4H-pyrazolo[3,4-d]pyrimidin-4-one CN1C(=NC2=C(C1=O)C=NN2C2OCCCC2)N2CCC1(CCN(C1)C1=NC=CC(=N1)C(F)(F)F)CC2